BrC1=CC=C(C=2SC(=C(C21)C#N)/N=C/N(C)C)F (E)-N'-(4-bromo-3-cyano-7-fluorobenzo[b]thiophen-2-yl)-N,N-dimethylformimidamide